1-Phenylpropyl-2-(4-nitrophenyl)-benzo[d]imidazole C1(=CC=CC=C1)C(CC)C1=CC=CC=2N=C(NC21)C2=CC=C(C=C2)[N+](=O)[O-]